NB.[Li] lithium aminoborane salt